CC(CCCC(C)C(=O)OCC)C(=O)OCC diethyl heptane-2,6-dicarboxylate